O(C#N)C1=CC=C(C=C1)C1(OC(C2=CC=CC=C12)=O)C1=CC=C(C=C1)OC#N 3,3-Bis(4-cyanatophenyl)-1(3H)-isobenzofuranon